C(CCCCCCCCCCCCCCC)(=O)OCCCCOC(CCCCCCCCCCCCCCC)=O butylene glycol dipalmitate